bromo-5,6-dihydro-[1,1'-biphenyl]-3(4H)-one BrC1=C(CCCC1=O)C1=CC=CC=C1